C1=C(C=CC2=CC=CC=C12)\C=N\NC(C(=O)OCC)=O (E)-ethyl 2-(2-(naphthalen-2-ylmethylene) hydrazino)-2-oxoacetate